N-(1-amino-2,7-naphthyridin-4-yl)-2-((2R,5S)-5-methyl-2-(2-(1-methylpiperidin-4-yl)benzo[d]thiazol-5-yl)piperidin-1-yl)-2-oxoacetamide NC1=NC=C(C2=CC=NC=C12)NC(C(=O)N1[C@H](CC[C@@H](C1)C)C=1C=CC2=C(N=C(S2)C2CCN(CC2)C)C1)=O